F[C@@H]1[C@H]2CC[C@@H](C[C@@H]1N(C)C1=NC=C(N=C1)C1=C(C=C(C=C1)C1=CN=NC(=C1)OC)OCOC)N2C(=O)[O-] (1R,2S,3S,5S)-2-fluoro-3-([5-[2-(methoxymethoxy)-4-(6-methoxypyridazin-4-yl) phenyl] pyrazin-2-yl] (methyl) amino)-8-azabicyclo[3.2.1]octane-8-carboxylate